BrC1=C2C(=NC=C1)NC(N2)=O 7-bromo-1,3-dihydro-2H-imidazo[4,5-b]pyridin-2-one